2-{4-fluoro-2,3-bis[(oxan-2-yloxy)methyl]phenyl}-4,4,5,5-tetramethyl-1,3,2-dioxaborolane FC1=C(C(=C(C=C1)B1OC(C(O1)(C)C)(C)C)COC1OCCCC1)COC1OCCCC1